CC(C)(C)NC1=NC=C(C(=N1)N[C@H]1C[C@H]([C@@H](CC1)C)O)C(=O)N 2-[(1,1-dimethylethyl)amino]-4-[[(1r,3r,4r)-3-hydroxy-4-methylcyclohexyl]amino]-5-pyrimidine-carboxamide